N-Methyl-N-[2-(1H-triazol-5-yl)ethyl]-3-[4-[1-(trifluoromethyl)cyclopropyl]phenyl]azetidine-1-carboxamide CN(C(=O)N1CC(C1)C1=CC=C(C=C1)C1(CC1)C(F)(F)F)CCC1=CN=NN1